1,2-cyclohex-anedicarboxylic acid C1(C(CCCC1)C(=O)O)C(=O)O